C(C)(C)(C)OC(NCCCCCCCCCCCCNC1=C2C(N(C(C2=CC=C1)=O)C1C(NC(CC1)=O)=O)=O)=O (12-((2-(2,6-dioxopiperidin-3-yl)-1,3-dioxoisoindolin-4-yl)amino)dodecyl)carbamic acid tert-butyl ester